FC1=C(C2=C(OCCO2)C=C1)N 6-fluoro-2,3-dihydrobenzo[b][1,4]dioxin-5-amine